Cl.NCC(=O)NC=1SC=C(N1)C1=CC(=CC=C1)Br 2-amino-N-(4-(3-bromophenyl)thiazol-2-yl)acetamide hydrochloride